ClC1=C(C#N)C=CC(=C1)N1CC2(C[C@H]1C)CCN(CC2)C2=CC=C(C=C2)C(=O)N2CCC(CC2)CN2CCN(CC2)C2=C(C=CC=C2)N[C@H]2C(NC(CC2)=O)=O 2-Chloro-4-((R)-8-(4-(4-((4-(2-(((R)-2,6-dioxopiperidin-3-yl)amino)phenyl)piperazin-1-yl)methyl)piperidine-1-carbonyl)phenyl)-3-methyl-2,8-diazaspiro[4.5]decan-2-yl)benzonitrile